9,9-dipropyl-2-methyl-3,9-dihydrocyclopenta[b]fluorene C(CC)C1(C2=CC=CC=C2C=2C=C3C(=CC12)C=C(C3)C)CCC